N1[C@@H](CC1)C(=O)N1CCN(CC1)C(=O)C1=C(C=C(C=C1)NC=1C=2N(C=CN1)C(=CN2)C2=CC(=C(C=C2)OC)F)C [4-[(2S)-azetidine-2-carbonyl]piperazin-1-yl]-[4-[[3-(3-fluoro-4-methoxyphenyl)imidazo[1,2-a]pyrazin-8-yl]amino]-2-methylphenyl]methanone